FC=1C=C(COC2=NC(N3C(N4C(COCC4)C3)=C2)=O)C=CC1F 7-((3,4-Difluorobenzyl)oxy)-3,4,11,11a-tetrahydropyrimido[6',1':2,3]imidazo[5,1-c][1,4]oxazin-9(1H)-one